ethylene 2,5-thiophenedicarboxylate copper-zinc [Zn].[Cu].S1C2=CC=C1C(=O)OCCOC2=O